r-p-xylene C1(=CC=C(C=C1)C)C